4-(bis((2S,3R,4R,5R)-2,3,4,5,6-pentahydroxyhexyl)amino)butyl 3-(2-(4-(4-(3-(3,5-diamino-6-chloropyrazine-2-carbonyl)guanidino)butyl)phenyl)thiazol-5-yl)propanoate NC=1C(=NC(=C(N1)N)Cl)C(=O)NC(NCCCCC1=CC=C(C=C1)C=1SC(=CN1)CCC(=O)OCCCCN(C[C@@H]([C@H]([C@@H]([C@@H](CO)O)O)O)O)C[C@@H]([C@H]([C@@H]([C@@H](CO)O)O)O)O)=N